O1CCC(=CC1)C=1N(C=CC1)S(=O)(=O)C1=CC=C(C)C=C1 2-(3,6-dihydro-2H-pyran-4-yl)-1-(toluene-4-sulfonyl)-1H-pyrrole